FC1=CC=C(CC=2C=CC3=C(NC4=CC=CC=C34)N2)C=C1 (4-Fluorobenzyl)-9H-pyrido[2,3-b]indole